1-(4-((4-((2-fluoro-4-((2-(4-methyl-1H-pyrazol-1-yl)pyrimidin-4-yl)oxy)phenyl)amino)-7-methoxyquinazolin-6-yl)amino)piperidin-1-yl)prop-2-en-1-one FC1=C(C=CC(=C1)OC1=NC(=NC=C1)N1N=CC(=C1)C)NC1=NC=NC2=CC(=C(C=C12)NC1CCN(CC1)C(C=C)=O)OC